C(C)N(C1(CN(CC1)C1=NN(C2=C1C=NC(=C2)NC(C)=O)C2=NC(=NC(=C2)C)C(C)(F)F)C)CC N-(3-(3-(diethylamino)-3-methylpyrrolidin-1-yl)-1-(2-(1,1-difluoroethyl)-6-methylpyrimidin-4-yl)-1H-pyrazolo[4,3-c]pyridin-6-yl)acetamide